methyl 4-[(1-methyl-3-phenyl-cyclopent-3-ene-1-carbonyl)amino]cyclopent-2-ene-1-carboxylate CC1(CC(=CC1)C1=CC=CC=C1)C(=O)NC1C=CC(C1)C(=O)OC